COCC1=C(C=CC=C1)O 2-(methoxymethyl)phenol